1,2-di-(9Z-octadecyl)-sn-glycero-3-phosphoethanolamine C(CCCCCCCCCCCCCCCCC)OC[C@@H](OCCCCCCCCCCCCCCCCCC)COP(=O)(O)OCCN